7-(cyclohexylmethyl)-1,3-dimethyl-2,3,6,7-tetrahydro-1H-purine-2,6-dione C1(CCCCC1)CN1C=NC=2N(C(N(C(C12)=O)C)=O)C